tert-butyl (S)-3-((((9H-fluoren-9-yl)methoxy)carbonyl)amino)-4-((2-(4-methoxy-2H-1,2,3-triazol-2-yl)ethyl)amino)-4-oxobutanoate C1=CC=CC=2C3=CC=CC=C3C(C12)COC(=O)N[C@@H](CC(=O)OC(C)(C)C)C(=O)NCCN1N=CC(=N1)OC